1-(tert-butyl) 2-methyl (2S,3S,4R)-4-azido-3-(3-(4,4,5,5-tetramethyl-1,3,2-dioxaborolan-2-yl)propyl)pyrrolidine-1,2-dicarboxylate N(=[N+]=[N-])[C@@H]1[C@H]([C@H](N(C1)C(=O)OC(C)(C)C)C(=O)OC)CCCB1OC(C(O1)(C)C)(C)C